Tetrabutylphosphonium 4-(trifluoromethyl)salicylate FC(C=1C=C(C(C(=O)[O-])=CC1)O)(F)F.C(CCC)[P+](CCCC)(CCCC)CCCC